6-Methoxy-3-methylpyridin COC1=CC=C(C=N1)C